CN1CCN(CC1)CCCC(=O)OCC1=CC(=CC(=C1)OCCCCCCCCCCCCCCCC)OCCCCCCCCCCCCCCCC 3,5-Bis(hexadecyloxy)benzyl 4-(4-methylpiperazin-1-yl)butanoate